N-(6-(6-fluoropyridin-3-yl)-1-(1-trimethylacetyl-piperidin-4-yl)-1H-pyrazolo[3,4-d]pyrimidin-4-yl)-5-nitrothiophene-2-carboxamide FC1=CC=C(C=N1)C1=NC(=C2C(=N1)N(N=C2)C2CCN(CC2)C(C(C)(C)C)=O)NC(=O)C=2SC(=CC2)[N+](=O)[O-]